4-Amino-N-(1-((2,3-Dihydrobenzo[b][1,4]dioxin-6-yl)amino)-6-methylisoquinolin-5-yl)thieno[3,2-d]pyrimidin-7-carboxamid NC=1C2=C(N=CN1)C(=CS2)C(=O)NC2=C1C=CN=C(C1=CC=C2C)NC2=CC1=C(OCCO1)C=C2